2-(2,6-diphenylimidazo[1,2-a]pyridin-8-yl)benzaldehyde C1(=CC=CC=C1)C=1N=C2N(C=C(C=C2C2=C(C=O)C=CC=C2)C2=CC=CC=C2)C1